C(C1=CC=CC=C1)OC=1C(=CC2=C(N(C[C@H]3N(CC4=CC=CC=C4C3)C2=O)C(=O)OC2=CC=C(C=C2)[N+](=O)[O-])C1)OC 4-nitrophenyl (S)-3-(benzyloxy)-2-methoxy-14-oxo-6,6a,7,12-tetrahydrobenzo[5,6][1,4]diazepino[1,2-b]isoquinoline-5(14H)-carboxylate